(S)-(1-((3-(3-((3-carbamoyl-6-(diethylamino)-5-ethylpyrazin-2-yl)amino)phenoxy)propyl)amino)-1-oxopropan-2-yl)(methyl)carbamate C(N)(=O)C=1C(=NC(=C(N1)CC)N(CC)CC)NC=1C=C(OCCCNC([C@H](C)OC(NC)=O)=O)C=CC1